(4-t-butoxycarbonylphenyl)boric acid C(C)(C)(C)OC(=O)C1=CC=C(C=C1)OB(O)O